ClC=1C(=C2C=NC(=NN2C1C1CCCC1)N[C@H]1[C@@H](COCC1)O)F (3S,4R)-4-((6-chloro-7-cyclopentyl-5-fluoropyrrolo[2,1-f][1,2,4]triazin-2-yl)amino)tetrahydro-2H-pyran-3-ol